5-{3-[(3R)-3-tert-butylpiperazin-1-yl]-6H-isochromeno[3,4-b]pyridin-8-yl}-3-methoxypyridazine C(C)(C)(C)[C@@H]1CN(CCN1)C1=CC=C2C(=N1)OCC=1C=C(C=CC12)C=1C=C(N=NC1)OC